CC=1C=2N(C=CC1)N=C(C2)[C@@H]2N(CCC1=C2N=CN1)C(=O)C=1OC(=NN1)C1=CC=NC=C1 (R)-(4-(4-methylpyrazolo[1,5-a]pyridin-2-yl)-6,7-dihydro-1H-imidazo[4,5-c]pyridin-5(4H)-yl)(5-(pyridin-4-yl)-1,3,4-oxadiazol-2-yl)methanone